allyl 7-(((((S)-1-butoxy-1-oxopropan-2-yl)amino)(naphthalen-1-yloxy)phosphoryl)methyl)-2-naphthoate C(CCC)OC([C@H](C)NP(=O)(OC1=CC=CC2=CC=CC=C12)CC1=CC=C2C=CC(=CC2=C1)C(=O)OCC=C)=O